2,5-dioxopyrrolidin-1-yl (S)-2-((S)-2-((((9H-fluoren-9-yl) methoxy) carbonyl) amino)-3-methylbutanamido)-5-ureidopentanoate C1=CC=CC=2C3=CC=CC=C3C(C12)COC(=O)N[C@H](C(=O)N[C@H](C(=O)ON1C(CCC1=O)=O)CCCNC(=O)N)C(C)C